(1S)-1-amino-7-azaspiro[3.5]nonane-7-carboxylic acid tert-butyl ester C(C)(C)(C)OC(=O)N1CCC2(CC[C@@H]2N)CC1